2-(5-(tert-butyl)-4-hydroxy-7H-pyrrolo[2,3-d]pyrimidin-7-yl)isonicotinic acid C(C)(C)(C)C1=CN(C=2N=CN=C(C21)O)C=2C=C(C(=O)O)C=CN2